3-(2-(1-((3-methylbutanoyl)oxy)-2-phenylethoxy)-2,2-diphenylacetoxy)spiro[bicyclo[3.2.1]octane-8,1'-pyrrolidin]-8-ium formate C(=O)[O-].CC(CC(=O)OC(CC1=CC=CC=C1)OC(C(=O)OC1CC2CCC(C1)[N+]21CCCC1)(C1=CC=CC=C1)C1=CC=CC=C1)C